1'-methyl-1-phenylmethanesulfonyl-1,2-dihydrospiro[indole-3,4'-piperidine] CN1CCC2(CC1)CN(C1=CC=CC=C12)S(=O)(=O)CC1=CC=CC=C1